4-(6-(6-(4-(3-(dimethylamino)propoxy)benzyl)-3,6-diazabicyclo[3.1.1]heptan-3-yl)pyridin-3-yl)-6-(2-hydroxy-2-methylpropoxy)-pyrazolo[1,5-a]pyridine-3-carbonitrile CN(CCCOC1=CC=C(CN2C3CN(CC2C3)C3=CC=C(C=N3)C=3C=2N(C=C(C3)OCC(C)(C)O)N=CC2C#N)C=C1)C